[Cl-].C(=O)(O)C=1C=C(C[N+]2=CC=C(C=C2)C2=CC=[NH+]C=C2)C=CC1.[Cl-] 1-(3-carboxybenzyl)-4,4'-bipyridylium chloride